FC(C(=C)C(F)(F)F)(F)F 2-trifluoromethyl-3,3,3-trifluoro-1-propene